2-(4-cyano-1H-imidazol-1-yl)-4-(methylsulfonyl)pyrimidine C(#N)C=1N=CN(C1)C1=NC=CC(=N1)S(=O)(=O)C